BrC1=C(C=CC=C1)C1CN(CCN1)C=1C2=C(N=C(N1)N)CSC2 4-(3-(2-bromophenyl)piperazin-1-yl)-5,7-dihydrothieno[3,4-d]pyrimidin-2-amine